1-((3aR,5s,6aS)-5-((5-(1-(2,2-difluoroethyl)-2-methyl-1H-imidazo[4,5-b]pyrazin-6-yl)pyrrolo[2,1-f][1,2,4]triazin-2-yl)amino)hexahydrocyclopenta[c]pyrrol-2(1H)-yl)ethan-1-one FC(CN1C(=NC=2C1=NC(=CN2)C=2C=CN1N=C(N=CC12)NC1C[C@@H]2[C@@H](CN(C2)C(C)=O)C1)C)F